2-nitro-4-thiophenyl-aniline [N+](=O)([O-])C1=C(N)C=CC(=C1)C=1SC=CC1